((2R,3S,4R,5R)-5-(4-aminopyrrolo[2,1-f][1,2,4]triazin-7-yl)-5-cyano-3,4-dihydroxytetrahydrofuran-2-yl)methyl ((R)-2-(benzyloxy)nonadec-4-yn-1-yl) hydrogen phosphate P(=O)(OC[C@H]1O[C@@]([C@@H]([C@@H]1O)O)(C#N)C1=CC=C2C(=NC=NN21)N)(OC[C@@H](CC#CCCCCCCCCCCCCCC)OCC2=CC=CC=C2)O